2-[[(3S,4R)-1-(4-aminopyrimidin-2-yl)-3-fluoropiperidin-4-yl]oxy]ethanol NC1=NC(=NC=C1)N1C[C@@H]([C@@H](CC1)OCCO)F